C(CCCCCC(C)(C)C)(=O)[O-].[Bi+3].C(CCCCCC(C)(C)C)(=O)[O-].C(CCCCCC(C)(C)C)(=O)[O-] bismuth neodecanate